2,2-bis-(3,5-dimethyl-4-hydroxyphenyl)-p-diisopropylbenzol CC=1C=C(C=C(C1O)C)C1(C(C=CC(=C1)C(C)C)C(C)C)C1=CC(=C(C(=C1)C)O)C